C(C)(C)(C)OC(=O)NC=1N=C(C=2OCC3N(C2N1)CCC3)N3C[C@@H](CC3)N(C(OC(C)(C)C)=O)C tert-butyl ((3R)-1-(2-((tert-butoxycarbonyl)amino)-6a,7,8,9-tetrahydro-6H-pyrimido[5,4-b]pyrrolo[1,2-d][1,4]oxazin-4-yl)pyrrolidin-3-yl)(methyl)carbamate